S1C2=C(C=C1)C(=CC=C2)N2CCN(CC2)CCCCOC2=CC=C1C(CC(N(C1=C2)COC(C(CC(C)C)N)=O)=O)(C)C 2-Amino-4-methyl-pentanoic acid 7-[4-(4-benzo[b]thiophen-4-ylpiperazin-1-yl)butoxy]-4,4-dimethyl-2-oxo-3,4-dihydro-2H-quinolin-1-ylmethyl ester